sodium hydrogen diacetate CC(=O)O.CC(=O)[O-].[Na+]